4-(5-(tert-butoxy)-3-fluoropyridin-2-yl)-N-(3-chloro-5-(methylsulfonamido)phenyl)-5-methylthiophene-2-carboxamide C(C)(C)(C)OC=1C=C(C(=NC1)C=1C=C(SC1C)C(=O)NC1=CC(=CC(=C1)NS(=O)(=O)C)Cl)F